[Ni](Cl)Cl.[Na] Natrium-Nickel chlorid